3-((4-(4-(2-(4-(((2-(cyclopropylmethyl)-5-fluoro-4-oxo-3,4-dihydroquinazolin-7-yl)oxy)methyl)piperidin-1-yl)ethyl)piperazin-1-yl)-3-fluorophenyl)amino)piperidine-2,6-dione C1(CC1)CC1=NC2=CC(=CC(=C2C(N1)=O)F)OCC1CCN(CC1)CCN1CCN(CC1)C1=C(C=C(C=C1)NC1C(NC(CC1)=O)=O)F